COC=1C=C(C=C2CC(NC12)=O)C1=CC=C(C=C1)S(=O)(=O)N1CCC(CC1)NC1=NC=C(C=C1)C(F)(F)F 7-methoxy-5-(4-((4-((5-(trifluoromethyl)pyridin-2-yl)amino)piperidin-1-yl)sulfonyl)phenyl)indolin-2-one